3-(1-oxo-6-(4-(((1s,4s)-4-(((tetrahydro-2H-pyran-2-yl)oxy)methyl)cyclohexyl)methyl)piperazin-1-yl)-isoindolin-2-yl)piperidine-2,6-dione O=C1N(CC2=CC=C(C=C12)N1CCN(CC1)CC1CCC(CC1)COC1OCCCC1)C1C(NC(CC1)=O)=O